benzene-6-ol C1=CC=CC=C1O